C(C)C1=CC=C(C2=CC=CC=C12)N(C)C 4-Ethyl-N,N-dimethylnaphthalen-1-amine